tert-butyl (6R)-2-[7-[2,4-difluoro-6-(2-methoxyethoxy)phenyl]thieno[3,2-c]pyridin-6-yl]-6-methyl-6,7-dihydro-4H-pyrazolo[1,5-a]pyrazine-5-carboxylate FC1=C(C(=CC(=C1)F)OCCOC)C=1C2=C(C=NC1C1=NN3C(CN([C@@H](C3)C)C(=O)OC(C)(C)C)=C1)C=CS2